6-(5-(1-isopropyl-2-methyl-1H-imidazo[4,5-b]pyridin-6-yl)-7H-pyrrolo[2,3-d]pyrimidin-2-yl)quinoline C(C)(C)N1C(=NC2=NC=C(C=C21)C2=CNC=1N=C(N=CC12)C=1C=C2C=CC=NC2=CC1)C